(6-amino-5-(3-hydroxy-2,6-dimethylphenyl)-5H-pyrrolo[2,3-b]pyrazin-7-yl)(1H-pyrrol-2-yl)methanone NC1=C(C=2C(=NC=CN2)N1C1=C(C(=CC=C1C)O)C)C(=O)C=1NC=CC1